rac-6-(2-amino-5-(4-(((2R,6R)-2,6-dimethylpiperidin-4-yl)oxy)phenyl)-6-fluoropyridin-3-yl)-3,4-dihydroisoquinolin-1(2H)-one NC1=NC(=C(C=C1C=1C=C2CCNC(C2=CC1)=O)C1=CC=C(C=C1)OC1C[C@H](N[C@@H](C1)C)C)F